C(=O)(O)C(CC1(C2=CC(=CC=C2C=2C=CC(=CC12)C1=CC2=CC=CC=C2C=C1)C1=CC2=CC=CC=C2C=C1)CC(C)C(=O)O)C 9,9-bis(2-carboxypropyl)2,7-di(2-naphthyl)fluorene